5-aminopentylaspartic acid NCCCCCN[C@@H](CC(=O)O)C(=O)O